C[Si](C1C2C=CC(C1)C2)(C)C endo-5-trimethylsilyl-2-norbornene